2-[1,1-bis(2-cyanophenyl)propan-2-yl]-5-hydroxy-6-oxo-1H-pyrimidine-4-carboxylic acid methyl ester COC(=O)C=1N=C(NC(C1O)=O)C(C(C1=C(C=CC=C1)C#N)C1=C(C=CC=C1)C#N)C